BrC=1C=NC(=C2C=CC=NC12)NCC(COC)O 1-((8-Bromo-1,6-naphthyridin-5-yl)amino)-3-methoxypropan-2-ol